tert-butyl 3-(3-cyano-3-hydroxy-cyclobutyl)-5,7-difluoro-2-(4-fluorophenyl)indole-1-carboxylate C(#N)C1(CC(C1)C1=C(N(C2=C(C=C(C=C12)F)F)C(=O)OC(C)(C)C)C1=CC=C(C=C1)F)O